6-(((3S)-3-((2-(2,6-dioxopiperidin-3-yl)-1-oxoisoindolin-5-yl)oxy)pyrrolidin-1-yl)methyl)quinazoline-2-carbonitrile O=C1NC(CCC1N1C(C2=CC=C(C=C2C1)O[C@@H]1CN(CC1)CC=1C=C2C=NC(=NC2=CC1)C#N)=O)=O